(S)-7-((6-aminopyrazin-2-yl)-methyl)-4-(cyclopropyl-ethynyl)-4-(trifluoromethyl)-3,4-dihydroquinazolin-2(1H)-one NC1=CN=CC(=N1)CC1=CC=C2[C@](NC(NC2=C1)=O)(C(F)(F)F)C#CC1CC1